ClC1=CC=C2C(=CN(C2=C1F)P(O)(O)=O)\C=C\1/NC(N(C1=O)C(C(=O)NCCO)C1=CC(=C(C=C1)C#N)F)=O (Z)-(6-chloro-3-((1-(1-(4-cyano-3-fluorophenyl)-2-((2-hydroxyethyl)amino)-2-oxoethyl)-2,5-dioxo-imidazolidin-4-ylidene)methyl)-7-fluoro-1H-indol-1-yl)phosphonic acid